C1(C2=CC=C(C(=O)OC(CCC)O1)C=C2)=O 52-butylidene terephthalate